FC1=C2C=NNC2=CC=C1C(=O)N[C@H]1C[C@H](CCC1)NC1=CC(=NC2=CC=C(C=C12)F)C(F)(F)F 4-fluoro-N-[(1r,3s)-3-{[6-fluoro-2-(trifluoromethyl)quinolin-4-yl]amino}cyclohexyl]-1H-indazole-5-carboxamide